(3R)-1-(7-(8-Ethyl-3-hydroxy-5,6,7,8-tetrahydronaphthalen-1-yl)-8-fluoro-2-(((2R,7aS)-2-fluorotetrahydro-1H-pyrrolizin-7a(5H)-yl)methoxy)quinazolin-4-yl)-3-methylpiperidin-3-ol C(C)C1CCCC=2C=C(C=C(C12)C1=CC=C2C(=NC(=NC2=C1F)OC[C@]12CCCN2C[C@@H](C1)F)N1C[C@@](CCC1)(O)C)O